5-(4-fluorophenyl)-4-oxo-4H-[1,2'-bipyridine]-3-carboxylic acid FC1=CC=C(C=C1)C=1C(C(=CN(C1)C1=NC=CC=C1)C(=O)O)=O